N-ethyl-2-[(9S)-7-(4-hydroxyphenyl)-4,5,13-trimethyl-3-thia-1,8,11,12-tetrazatricyclo[8.3.0.02,6]trideca-2(6),4,7,10,12-pentaen-9-yl]acetamide C(C)NC(C[C@@H]1N=C(C=2C(=C(SC2N2C(=NN=C12)C)C)C)C1=CC=C(C=C1)O)=O